NC1=NN2C(C=C(C=C2)C=2C(=C(OCCC(C(C)(O)C3=CC=C(C=C3)F)(F)F)C(=CC2F)F)F)=N1 5-(3-(2-amino-[1,2,4]triazolo[1,5-a]pyridin-7-yl)-2,4,6-trifluorophenoxy)-3,3-difluoro-2-(4-fluorophenyl)pentan-2-ol